7-{5-[(3aR,6aS)-3a,6a-diethyl-hexahydrocyclopenta[d][1,3,2]dioxaborol-2-yl]-4-methoxy-2-(1H-pyrazol-3-yl)phenyl}cinnolin-4-amine C(C)[C@@]12[C@@](OB(O1)C=1C(=CC(=C(C1)C1=CC=C3C(=CN=NC3=C1)N)C1=NNC=C1)OC)(CCC2)CC